[N+](=O)([O-])C1=C(N)C(=CC(=C1)[N+](=O)[O-])B1OC(C(O1)(C)C)(C)C 2,4-dinitro-6-(4,4,5,5-tetramethyl-1,3,2-dioxaborolan-2-yl)aniline